ClC1=NC(=CC(=N1)NCC(C)C)C 2-Chloro-N-isobutyl-6-methylpyrimidin-4-amine